5-((5-(4-(trifluoromethyl)phenyl)oxazol-2-yl)amino)pyrimidine-2-carbonitrile FC(C1=CC=C(C=C1)C1=CN=C(O1)NC=1C=NC(=NC1)C#N)(F)F